ClC=1C=C(C=C(C1)Cl)[C@]1(CC(=NO1)C1=CC(=C(C(=O)O)C=C1)C)C(F)(F)F (5R)-4-[5-(3,5-dichlorophenyl)-5-(trifluoromethyl)-4H-isoxazol-3-yl]-2-methylbenzoic acid